N1(CCNCC1)C1=C(C(=O)O)C=CC=C1 piperazin-1-yl-benzoic acid